NC1=C(C(=NC=C1)C1OC2=C(CC1)C=CC=C2)C(=O)O amino[3,4-dihydro-2H-1-benzopyran-2-yl]pyridine-3-carboxylic acid